COC1=C(C(=CC(=C1)C)C)C1=CC2=C(N=N1)C(=C(S2)C(=O)O)C2=CCCN(C2)C 3-(2-methoxy-4,6-dimethyl-phenyl)-7-(1-methyl-3,6-dihydro-2H-pyridin-5-yl)thieno[3,2-c]pyridazine-6-carboxylic acid